(1S,3R)-3-{4-[3-(2-chlorophenyl)-4-(methoxymethyl)-1,2-oxazol-5-yl]-5-methyl-1H-pyrazol-1-yl}-1-methylcyclobutan-1-ol ClC1=C(C=CC=C1)C1=NOC(=C1COC)C=1C=NN(C1C)C1CC(C1)(O)C